2,5-dimethyl-3-hexyne-1,2,5,6-tetrol CC(CO)(C#CC(CO)(O)C)O